CN(C(=O)N1CCCC1)C1=CC=2OC(C(=CC2S1)C(=O)O)=O 2-(N-methylpyrrolidine-1-carboxamido)-5-oxo-5H-thieno[3,2-b]pyran-6-carboxylic acid